BrC=1C=C2C=CN(C(C2=CC1F)=O)CCC[C@H](CCOC(F)F)NC(OC(C)(C)C)=O tert-butyl N-[(1R)-4-(6-bromo-7-fluoro-1-oxo-2-isoquinolyl)-1-[2-(difluoromethoxy)ethyl]butyl]carbamate